NC(C(F)(F)F)C1=CC=C(C=C1)[C@H]1C[C@H](C1)C1=NN2C(=NC=3C(=CC=CC3C2=N1)OC)N 2-{cis-3-[4-(1-amino-2,2,2-trifluoroethyl)phenyl]cyclobutyl}-7-methoxy[1,2,4]triazolo[1,5-c]quinazolin-5-amine